2-(6-{4-[5-(benzyloxy)pyrimidine-4-carbonyl]piperazin-1-yl}-2-bromo-5-ethyl-7-oxo-[1,2,4]triazolo[1,5-a]pyrimidin-4-yl)-N-[2-chloro-4-(trifluoromethyl)phenyl]acetamide C(C1=CC=CC=C1)OC=1C(=NC=NC1)C(=O)N1CCN(CC1)C1=C(N(C=2N(C1=O)N=C(N2)Br)CC(=O)NC2=C(C=C(C=C2)C(F)(F)F)Cl)CC